CN1CCN(CC1)CC1=C(C=C(C=N1)NC(N)=O)C(F)(F)F 3-(6-((4-methylpiperazin-1-yl)methyl)-5-(trifluoromethyl)pyridin-3-yl)urea